C(C)(C)(C1(CCCCC1)O)C1(CCCCC1)O isopropylidenedi(cyclohexanol)